(2S,3R,6R)-2-(1-methyl-1H-1,2,3-triazol-4-yl)-4-oxo-6-phenylpiperidine-3-carboxylic acid tert-butyl ester C(C)(C)(C)OC(=O)[C@@H]1[C@H](N[C@H](CC1=O)C1=CC=CC=C1)C=1N=NN(C1)C